BrC1=CC(=CC=2C3=C(COC12)CCC1(O3)COC3=C(C=C(C=C3C1=O)Cl)Br)Cl 7',8-Dibromo-6,9'-dichloro-3',4'-dihydro-5'H-spiro[chromane-3,2'-pyrano[3,2-c]chromen]-4-one